tert-Butyl 2-(((tert-Butyloxycarbonyl)(cyclobutylmethyl)amino)methyl)-6-cyano-1H-indole-1-carboxylate C(C)(C)(C)OC(=O)N(CC1CCC1)CC=1N(C2=CC(=CC=C2C1)C#N)C(=O)OC(C)(C)C